5-((5-(4-chlorophenyl)oxazol-2-yl)amino)picolinonitrile ClC1=CC=C(C=C1)C1=CN=C(O1)NC=1C=CC(=NC1)C#N